3-{4-[(1S,4S,5R)-5-{[5-cyclopropyl-3-(2,6-dichlorophenyl)-1,2-oxazol-4-yl]methoxy}-2-azabicyclo[2.2.1]heptan-2-yl]phenyl}propanoic acid C1(CC1)C1=C(C(=NO1)C1=C(C=CC=C1Cl)Cl)CO[C@H]1[C@@H]2CN([C@H](C1)C2)C2=CC=C(C=C2)CCC(=O)O